N-(1-cyanopyrrolidin-3-yl)-6-(4-(2,4-difluorophenyl)piperazin-1-yl)nicotinamide C(#N)N1CC(CC1)NC(C1=CN=C(C=C1)N1CCN(CC1)C1=C(C=C(C=C1)F)F)=O